Cl.FC(CNC)(C)F 2,2-difluoro-N-methylpropan-1-amine hydrochloride